C(C)(C)(C)OC(CCCN1CCCC2=CC=C(C=C12)O)=O γ-(7-hydroxy-1,2,3,4-tetrahydroquinol-1-yl)butyric acid tert-butyl ester